O[C@@H](C(=O)[O-])[C@H]([C@H]([C@@H](C(=O)[O-])O)O)O.COC=1C=C2C(=CNC2=CC1)CC[NH3+].COC=1C=C2C(=CNC2=CC1)CC[NH3+] bis(2-(5-methoxy-1H-indol-3-yl)ethan-1-aminium) (2R,3S,4R,5S)-2,3,4,5-tetrahydroxyhexanedioate